COC1=CC=C(C=C1)C(C#N)NC1=CC=C(C=C1)Cl 2-(4-methoxyphenyl)-2-(4-chloroanilino)acetonitrile